1-benzyl-4-(cyclopentylamino)-5-methylpyrimidin-2(1H)-one C(C1=CC=CC=C1)N1C(N=C(C(=C1)C)NC1CCCC1)=O